benzyl (R)-4-(4-(tert-butoxycarbonyl)-2-cyanopiperazin-1-yl)-2-chloro-5,8-dihydropyrido[3,4-d]pyrimidine-7(6H)-carboxylate C(C)(C)(C)OC(=O)N1C[C@@H](N(CC1)C=1C2=C(N=C(N1)Cl)CN(CC2)C(=O)OCC2=CC=CC=C2)C#N